piperidine-2-carboxylic acid N1C(CCCC1)C(=O)O